(NE,S)-N-[[4-(Cyclopropylmethoxy)-3-fluoro-phenyl]methylene]-2-methyl-propane-2-sulfinamide C1(CC1)COC1=C(C=C(C=C1)\C=N\[S@@](=O)C(C)(C)C)F